1-(5-(3-(benzyloxy)-4-methoxyphenyl)-3-cyano-4-(4-fluorophenyl)pyridin-2-yl)piperidin C(C1=CC=CC=C1)OC=1C=C(C=CC1OC)C=1C(=C(C(=NC1)N1CCCCC1)C#N)C1=CC=C(C=C1)F